diMethyl-formamide tert-butyl-2-(3-((4-cyanophenyl)amino)propyl)morpholine-4-carboxylate C(C)(C)(C)OC(=O)N1CC(OCC1)CCCNC1=CC=C(C=C1)C#N.CN(C=O)C